3-(octadecyloxy)-2-((trityloxy)methyl)propan-1-ol C(CCCCCCCCCCCCCCCCC)OCC(CO)COC(C1=CC=CC=C1)(C1=CC=CC=C1)C1=CC=CC=C1